ClC=1N(C(C=2N(C1)N=CC2C2=CC=C(C#N)C=C2)=O)C 4-(6-chloro-5-methyl-4-oxo-4,5-dihydropyrazolo[1,5-a]pyrazin-3-yl)benzonitrile